4-((3-chloro-4-fluorophenyl)amino)-7-methoxy-1H-indole-2-carboxylic acid ClC=1C=C(C=CC1F)NC1=C2C=C(NC2=C(C=C1)OC)C(=O)O